ClC=1C(=NC(=NC1)NC1=CC=C(C=C1)F)NC1=CC(=CC=C1)C(F)(F)F 5-chloro-N2-(p-fluorophenyl)-N4-(3-(trifluoromethyl)phenyl)pyrimidine-2,4-diamine